OCCS(=O)(=O)[O-] (2-hydroxyethyl)sulfonate